CC(C)(CC)C 2,2-Di-Methyl-Butane